C(C=C)C1=C(C=CC=C1)B1OC(C(O1)(C)C)(C)C 2-(2-allylphenyl)-4,4,5,5-tetramethyl-1,3,2-dioxaborolane